[N-](S(=O)(=O)C(F)(F)F)S(=O)(=O)C(F)(F)F.[N-](S(=O)(=O)C(F)(F)F)S(=O)(=O)C(F)(F)F.C(CCC)N1CC(=CC=C1)C 1-butyl-3-methylpyridine bis(trifluoromethanesulfonimide)